4'-(difluoromethyl)-2,6-bis((S)-3-methylmorpholino)-[4,5'-bipyrimidin]-2'-amine FC(C1=NC(=NC=C1C1=NC(=NC(=C1)N1[C@H](COCC1)C)N1[C@H](COCC1)C)N)F